3-cyano-6-methoxy-1-oxo-4-phenylisoquinolin C(#N)C=1NC(C2=CC=C(C=C2C1C1=CC=CC=C1)OC)=O